CC(=O)N[C@@H]1[C@H]([C@@H]([C@H](O[C@H]1O)CO)O[C@H]2[C@@H]([C@H]([C@H]([C@H](O2)CO)O[C@H]3[C@@H]([C@H]([C@@H]([C@H](O3)CO)O)O)NC(=O)C)O)O)O The molecule is a linear amino trisaccharide comprising a sequence of N-acetyl-beta-D-glucosamine, beta-D-galactose and another N-acetyl-beta-D-glucosamine connected by (1->4) linkages. It has a role as an epitope. It is an amino trisaccharide and a glucosamine oligosaccharide.